(1S,1aS,6aR)-4-((2-fluoro-5-(6-((4-(2-hydroxypropan-2-yl)cyclohexyl)oxy)-2-methylpyridin-3-yl)benzyl)oxy)-1,1a,6,6a-tetrahydrocyclopropa[a]indene-1-carboxylic acid FC1=C(COC2=CC=3C[C@@H]4[C@H](C3C=C2)[C@H]4C(=O)O)C=C(C=C1)C=1C(=NC(=CC1)OC1CCC(CC1)C(C)(C)O)C